N1C(=CC2=CC=CC=C12)C(=O)N1CCCCC1 1-[(1H-indol-2-yl)carbonyl]piperidin